FC=1C(=NC(=NC1)NC=1C=NN(C1)CC(F)(F)F)OCC1CCC(CC1)NC(C)=O N-((1R,4R)-4-(((5-fluoro-2-((1-(2,2,2-trifluoroethyl)-1H-pyrazol-4-yl)amino)pyrimidin-4-yl)oxy)methyl)cyclohexyl)acetamide